ClC=1C=CC=C2C=CC(=NC12)NC=1C=C2CCCC2=CC1 8-chloro-N-(2,3-dihydro-1H-inden-5-yl)quinolin-2-amine